COC1=CC=C(C=C1)NC(=O)N1C[C@H](OC2=C(C1)C=CC(=C2)C(=O)OC)C Methyl (R)-4-((4-methoxyphenyl)carbamoyl)-2-methyl-2,3,4,5-tetrahydrobenzo[f][1,4]oxazepine-8-carboxylate